(S)-3-isopropyl-4-(1-methyl-6-oxo-1,6-dihydropyridine-3-carbonyl)-3,4-dihydroquinoxalin-2(1H)-one C(C)(C)[C@H]1C(NC2=CC=CC=C2N1C(=O)C1=CN(C(C=C1)=O)C)=O